Methyl (2S)-2-{[(E)-({2-chloro-4-fluoro-5-[3-methyl-2,6-dioxo-4-(trifluoromethyl)-3,6-dihydropyrimidin-1(2H)-yl]phenyl}methylidene)amino]oxy}propanoate ClC1=C(C=C(C(=C1)F)N1C(N(C(=CC1=O)C(F)(F)F)C)=O)\C=N\O[C@H](C(=O)OC)C